N-(3-amino-1-(hydroxyamino)-3-methyl-1-oxobutan-2-yl)-4-((4-(((2,2,2-trifluoroethyl)amino)methyl)phenyl)ethynyl)benzamide NC(C(C(=O)NO)NC(C1=CC=C(C=C1)C#CC1=CC=C(C=C1)CNCC(F)(F)F)=O)(C)C